C(#N)C=1C=C(C=C(C1)F)C=1OC=CN1 2-(3-cyano-5-fluoro-phenyl)oxazole